L-cysteinate N[C@@H](CS)C(=O)[O-]